(S)-pyrrolidinebutaneamide N1(CCCC1)CCCC(=O)N